[Si](C)(C)(C(C)(C)C)OCC=1N=NC(=CC1N)C1=C(C=CC(=C1)Cl)F 3-{[{tert-butyldimethylsilyl}oxy]methyl}-6-(5-chloro-2-fluorophenyl)pyridazin-4-amine